(5S)-3-(2-chloro-6-fluoro-phenyl)-5-methyl-14-oxa-9-thia-4,7-diazatricyclo[8.5.0.02,8]pentadeca-1(10),2(8),3-trien-6-one ClC1=C(C(=CC=C1)F)C=1C=2C=3COCCCC3SC2NC([C@@H](N1)C)=O